NC1=NC=C(C(=O)OC)C=C1NC[C@H]1OCC1 methyl (S)-6-amino-5-((oxetan-2-ylmethyl)amino)nicotinate